[N+](=O)([O-])C=1C=NN(C1)CCC(=O)OC(C)(C)C tert-Butyl 3-(4-nitro-1H-pyrazol-1-yl)propanoate